C(N)(OCCCCCCOC(N)=O)=O Hexamethylene Dicarbamate